6-bromo-7-fluoro-1-(4-isopropoxyphenyl)-1H-benzo[d][1,2,3]triazole BrC=1C=CC2=C(N(N=N2)C2=CC=C(C=C2)OC(C)C)C1F